CC1=C(OC=2C=C(N)C=C(C2)OC2=C(C=C(C=C2)N)C)C=CC(=C1)N 3,5-Di(2-methyl-4-amino-phenoxy)anilin